8-(2-bromobenzylsulfonyl)-1,3,7-trimethyl-1H-purine-2,6(3H,7H)-dione BrC1=C(CS(=O)(=O)C2=NC=3N(C(N(C(C3N2C)=O)C)=O)C)C=CC=C1